2-(2-(6-(6-([1,1'-biphenyl]-4-yl)-2-phenylpyrimidin-4-yl)pyridin-3-yl)phenyl)-4,6-diphenyl-1,3,5-triazine C1(=CC=C(C=C1)C1=CC(=NC(=N1)C1=CC=CC=C1)C1=CC=C(C=N1)C1=C(C=CC=C1)C1=NC(=NC(=N1)C1=CC=CC=C1)C1=CC=CC=C1)C1=CC=CC=C1